lauramidopropylamine C(CCCCCCCCCCC)(=O)NCCCN